[SiH2]=O sildiylether